N-((S)-1'-(5-((5-chloro-3-(2-hydroxy-2-methylpropyl)-4-oxo-3,4-dihydroquinazoline-6-yl)thio)pyrazin-2-yl)-1,3-dihydrospiro[indene-2,4'-piperidine]-1-yl)-2-methylpropane-2-sulfinamide ClC1=C2C(N(C=NC2=CC=C1SC=1N=CC(=NC1)N1CCC2(CC1)[C@@H](C1=CC=CC=C1C2)NS(=O)C(C)(C)C)CC(C)(C)O)=O